CCNS(=O)(=O)C1=CC=CC=C1C N-ethyl-o-toluenesulfonamide